CC1=NC=C(C=N1)[C@@H](C)N (1R)-1-(2-methylpyrimidin-5-yl)ethan-1-amine